Cl.Cl.C(C1=CC=CC=C1)N1CC2CNCC(C1)O2 3-benzyl-9-oxa-3,7-diazabicyclo[3.3.1]nonane dihydrochloride